2-(2-chlorophenyl)-N-(2-(2-(methylsulfonyl)ethyl)-4-sulfamoyl-2H-indazol-6-yl)acetamide ClC1=C(C=CC=C1)CC(=O)NC=1C=C(C2=CN(N=C2C1)CCS(=O)(=O)C)S(N)(=O)=O